OC(=O)C(F)(F)F.BrC1=CC(=CC(=N1)NC(=O)[C@H]1N[C@@H]2C[C@@]2(C1)CNC([C@@H](CCC=C)C)=O)F (1R,3S,5R)-N-(6-Bromo-4-fluoropyridin-2-yl)-5-(((R)-2-methylhex-5-enamido)methyl)-2-azabicyclo[3.1.0]hexane-3-carboxamide TFA salt